3,4-dihydroxyl-phenylpropionic acid OC=1C=C(C=CC1O)C(C(=O)O)C